C(CCC)C(C(=O)N)=C (Butyl)Acrylamide